(S)-1-(2-((S)-3-(Chinolin-5-ylamino)pyrrolidin-1-yl)acetyl)pyrrolidin-2-carbonitril N1=CC=CC2=C(C=CC=C12)N[C@@H]1CN(CC1)CC(=O)N1[C@@H](CCC1)C#N